8-(2-chloro-4-(2-(piperazin-1-yl)ethoxy)phenyl)-9-(1-(4-chloropyridin-2-yl)ethyl)-6-(1-methylcyclopropoxy)-9H-purine ClC1=C(C=CC(=C1)OCCN1CCNCC1)C=1N(C2=NC=NC(=C2N1)OC1(CC1)C)C(C)C1=NC=CC(=C1)Cl